1-[4-[4-[4-[[2-(cycloButylamino)-4-pyridyl]oxy]-2-fluoro-anilino]-7H-pyrrolo[2,3-d]pyrimidin-5-yl]-1-piperidyl]prop-2-en-1-one C1(CCC1)NC1=NC=CC(=C1)OC1=CC(=C(NC=2C3=C(N=CN2)NC=C3C3CCN(CC3)C(C=C)=O)C=C1)F